2-((S)-1-(4-fluorophenyl)-3,4-dihydroisoquinolin-2(1H)-yl)-7-(3,3,3-trifluoropropyl)-1-oxa-3,7-diazaspiro[4.4]non-2-ene FC1=CC=C(C=C1)[C@@H]1N(CCC2=CC=CC=C12)C=1OC2(CN1)CN(CC2)CCC(F)(F)F